5-fluoro-1-[(2R,3S,4R,5R)-3-fluoro-5-(hydroxymethyl)-4-[(4-methoxyphenyl)diphenylmethoxy]oxolan-2-yl]-3H-pyrimidine-2,4-dione FC=1C(NC(N(C1)[C@@H]1O[C@@H]([C@H]([C@@H]1F)OC(C1=CC=CC=C1)(C1=CC=CC=C1)C1=CC=C(C=C1)OC)CO)=O)=O